(Z,Z)-6,9-Tricosadiene CCCCC\C=C/C\C=C/CCCCCCCCCCCCC